1,5-di-aminopentane dihydrochloride Cl.Cl.NCCCCCN